O[C@H]1[C@@H]([C@@H]2[C@@H](OC[C@@H](CC2)C2=CC=C(C(=O)OCC)C=C2)C1)\C=C\[C@H](COC1=CC=CC=C1)O Ethyl 4-{(3S,5aR,6R,7R,8aS)-7-hydroxy-6-[(1E,3R)-3-hydroxy-4-phenoxy-1-buten-1-yl]octahydro-2H-cyclopenta[b]oxepin-3-yl}benzoate